C(N)(=O)C=1C(=C2C(=NC1)N(C=C2)CC(=O)N2[C@@H](C[C@H](C2)F)C(NCC2=C(C(=CC=C2)Cl)F)=O)NC(OCCCC)=O butyl (5-carbamoyl-1-(2-((2S,4R)-2-((3-chloro-2-fluorobenzyl)carbamoyl)-4-fluoropyrrolidin-1-yl)-2-oxoethyl)-1H-pyrrolo[2,3-b]pyridin-4-yl)carbamate